C(#N)C1=C(OC2=CC=C3N=CC(=NC3=C2)CC2CCNCC2)C(=CC=C1NS(N(C)CC)(=O)=O)F 7-[2-cyano-3-[[ethyl(methyl)sulfamoyl]amino]-6-fluoro-phenoxy]-2-(4-piperidylmethyl)quinoxaline